((8-bromooctyl)oxy)(t-butyl)dimethylsilane BrCCCCCCCCO[Si](C)(C)C(C)(C)C